3-(5-(4-(2-(2-((2-(4-((6-(benzyloxy)-2-(4-(methylsulfonyl)phenyl)naphthalen-1-yl)oxy)phenoxy)ethyl)methylamino)ethoxy)ethyl)piperazin-1-yl)-1-oxoisoIndolin-2-yl)piperidine-2,6-dione C(C1=CC=CC=C1)OC=1C=C2C=CC(=C(C2=CC1)OC1=CC=C(OCCN(CCOCCN2CCN(CC2)C=2C=C3CN(C(C3=CC2)=O)C2C(NC(CC2)=O)=O)C)C=C1)C1=CC=C(C=C1)S(=O)(=O)C